C[C@@](C(=O)O[C@@H](C)[C@H]1N(CCC1)C)(C[C@H]1C(NCC1)=O)NC([C@H](CC(C)C)NC(=O)OCC1CCC(CC1)(F)F)=O (S)-1-((S)-1-methylpyrrolidin-2-yl)ethanol Methyl-(S)-2-((S)-2-((((4,4-difluorocyclohexyl)methoxy)carbonyl)amino)-4-methylpentanamido)-3-((S)-2-oxopyrrolidin-3-yl)propanoate